1-(2,6-dichlorophenyl)-4-((6-(1-ethyl-4-(trifluoromethyl)-1H-imidazol-2-yl)pyridin-3-yl)amino)-1H-pyrazole-3-carboxamide ClC1=C(C(=CC=C1)Cl)N1N=C(C(=C1)NC=1C=NC(=CC1)C=1N(C=C(N1)C(F)(F)F)CC)C(=O)N